2,6-Bis-(bis-(2-benzimidazolylmethyl)aminomethyl)-4-methylphenol N1=C(NC2=C1C=CC=C2)CN(CC=2NC1=C(N2)C=CC=C1)CC1=C(C(=CC(=C1)C)CN(CC=1NC2=C(N1)C=CC=C2)CC=2NC1=C(N2)C=CC=C1)O